CN1CCN(CC1)C(=O)C=1C=C(C(=O)N[C@H](C)C=2C=NC(=NC2)C(F)(F)F)C=C(C1)C=1SC(=CN1)C (R)-3-(4-methylpiperazine-1-carbonyl)-5-(5-methylthiazol-2-yl)-N-(1-(2-(trifluoromethyl)pyrimidin-5-yl)ethyl)benzamide